C(C1=CC=CC=C1)C=1NC(=NN1)C(=O)NC1=NC=CC(=C1)C1=C(C=CC(=C1)OCCOC(C)(C)C)C#C 5-benzyl-N-(4-(5-(2-(tert-butoxy)ethoxy)-2-ethynylphenyl)pyridin-2-yl)-4H-1,2,4-triazole-3-carboxamide